FC(C=1OC(=NN1)C1=CC=C(C=C1)CN1N=CC(=C1)[Sn](CCCC)(CCCC)CCCC)F 2-(difluoromethyl)-5-(4-((4-(tributylstannyl)-1H-pyrazol-1-yl)methyl)phenyl)-1,3,4-oxadiazole